(S)-6-(4-(3-(5-methylfuran-3-yl)isoxazolidin-2-carbonyl)piperidin-1-yl)pyrimidine-4-carbonitrile CC1=CC(=CO1)[C@H]1N(OCC1)C(=O)C1CCN(CC1)C1=CC(=NC=N1)C#N